bis(4-methylthiophenyl)phosphine oxide CSC1=CC=C(C=C1)P(C1=CC=C(C=C1)SC)=O